(2E)-2-hydroxyimino-3,6,7,8-tetrahydro-as-indacen-1-one O\N=C/1\C(C2=C3CCCC3=CC=C2C1)=O